C=C1C2=CC[C@H]3[C@@H]4CC[C@H]([C@@H](CCCC(C)C)C)[C@]4(CC[C@@H]3[C@]2(CC[C@@H]1O)C)C 4-methylidene-cholest-5-en-3beta-ol